2-hydroxylethyl-N-methylbutane-1-sulphonamide OCCC(CCC)S(=O)(=O)NC